(2R)-2-[[(2S)-2-[(2R)-2-[(1-[[(tert-butoxy)carbonyl](methyl)amino]cyclopropyl)carbonyloxy]-N-methylpropanamido]-4-fluoro-4-methylpentanoyl]oxy]-3-[4-(oxan-4-yl)phenyl]propanoic acid C(C)(C)(C)OC(=O)N(C1(CC1)C(=O)O[C@@H](C(=O)N(C)[C@H](C(=O)O[C@@H](C(=O)O)CC1=CC=C(C=C1)C1CCOCC1)CC(C)(C)F)C)C